2-(2-((3R,4R)-3-Amino-4-fluoropiperidin-1-yl)-5,6-difluoro-1H-benzo[d]imidazol-1-yl)-N-(1,1-dioxidotetrahydrothiophen-3-yl)-N-ethylacetamid N[C@@H]1CN(CC[C@H]1F)C1=NC2=C(N1CC(=O)N(CC)C1CS(CC1)(=O)=O)C=C(C(=C2)F)F